5-[(Methoxymethyl)oxy]-4-methyl-3,4-dihydro-2H-chromen-7-yl-(2-phenyl)acetylene COCOC1=C2C(CCOC2=CC(=C1)C#CC1=CC=CC=C1)C